NC=1C=C(C(C)(C)C2=CC=C(C=C2)C(C2=CC(=CC=C2)N)(C)C)C=CC1 1,4-bis(3-amino-α,α-dimethylbenzyl)benzene